COC1=C(C(=O)O)C=C(C=C1)OCCOC 2-methoxy-5-(2-methoxyethoxy)benzoic acid